4-benzoyl-3-hydroxyBenzophenone C(C1=CC=CC=C1)(=O)C1=C(C=C(C(=O)C2=CC=CC=C2)C=C1)O